C(CC(C)C)N.C(CCCC)(=O)C1=C(C(=O)O)C=CC=C1 2-(alpha-n-pentanonyl)benzoic acid isoamylamine salt